FC=1C=CC=C2CN(CN(C12)C)C1=C(C(=CC=C1)B1OC(C(O1)(C)C)(C)C)C 8-fluoro-1-methyl-3-(2-methyl-3-(4,4,5,5-tetramethyl-1,3,2-dioxaborolan-2-yl)phenyl)quinazoline